(spirobifluorenyl)[(naphthobenzofuranyl)phenyl]anthracene C12(C(=CC=C3C4=CC=CC=C4C=C13)C1=C(C3=CC4=CC=CC=C4C=C3C=C1)C1=C(C=CC=C1)C1=COC=3C1=CC=C1C3C=CC3=CC=CC=C31)C=CC=C3C1=CC=CC=C1C=C32